7-fluoro-2-((2R,4R)-2-fluoro-5-hydroxy-4-((6-oxo-5-(trifluoromethyl)-1,6-dihydropyridazin-4-yl)amino)pentyl)-6-(5-(trifluoromethyl)pyrimidin-2-yl)isoquinolin-1(2H)-one FC1=C(C=C2C=CN(C(C2=C1)=O)C[C@@H](C[C@H](CO)NC=1C=NNC(C1C(F)(F)F)=O)F)C1=NC=C(C=N1)C(F)(F)F